Cl.FC(OC=1C=C(O[C@H]2CN(CC2)C2(CCOCC2)C(=O)NC2(CC2)C2=CC=C(C(=O)O)C=C2)C=CC1)(F)F 4-[1-[[4-[(3R)-3-[3-(Trifluoromethoxy)phenoxy]pyrrolidin-1-yl]tetrahydropyran-4-carbonyl]amino]cyclopropyl]benzoic acid, hydrochloride